C1(=CC=CC=C1)C1SNOC1=O 4-phenyl-1,3,2-oxathiazolidine-5-one